COC1=C(C=CC(=C1)C=1C=NC=CC1C)O 2-Methoxy-4-(4-methylpyridin-3-yl)phenol